N-(N'-((3-(4-chlorophenyl)-4-(thiophen-2-yl)-5,6-dihydropyridazine-1(4H)-yl)(((4-(trifluoromethyl)phenyl)sulfonyl)imino)methyl)carbamoyl)acetamide ClC1=CC=C(C=C1)C1=NN(CCC1C=1SC=CC1)C(NC(=O)NC(C)=O)=NS(=O)(=O)C1=CC=C(C=C1)C(F)(F)F